(2R,3R,4S)-2-(hydroxymethyl)-4-(2-methoxyethoxy)tetrahydrofuran-3-ol OC[C@H]1OC[C@@H]([C@@H]1O)OCCOC